4-(1-methylethyl)-1,5-cyclohexadiene-1-methanol CC(C)C1CC=C(C=C1)CO